piperidin-1-yl(5-(2-((2,2,2-trifluoroethyl)amino)-7H-pyrrolo[2,3-d]pyrimidin-5-yl)pyrazolo[1,5-a]pyridin-3-yl)methanone N1(CCCCC1)C(=O)C=1C=NN2C1C=C(C=C2)C2=CNC=1N=C(N=CC12)NCC(F)(F)F